O[C@H]1/C=C/C[C@@H]([C@H](CC1)C(=O)OC)NC(=O)OCC[Si](C)(C)C Methyl (1S,2S,4E,6R)-6-hydroxy-2-({[2-(trimethylsilyl)ethoxy]carbonyl}amino)cyclooct-4-ene-1-carboxylate